(3R,4S)-4-{[5-chloro-6-cyano-7-(1-ethylcyclobutyl)pyrrolo[2,1-f][1,2,4]triazin-2-yl]amino}-1-methanesulfonylpiperidin-3-yl (2S)-2-amino-3-methylbutanoate N[C@H](C(=O)O[C@@H]1CN(CC[C@@H]1NC1=NN2C(C=N1)=C(C(=C2C2(CCC2)CC)C#N)Cl)S(=O)(=O)C)C(C)C